6-(methylsulfonyl)-8-nitro-2-(((2-phenylthiazol-4-yl)methyl)amino)-4H-benzo[e][1,3]thiazin-4-one CS(=O)(=O)C=1C=C(C2=C(C(N=C(S2)NCC=2N=C(SC2)C2=CC=CC=C2)=O)C1)[N+](=O)[O-]